CC1(OB(OC1(C)C)C1=C(C=CC=C1)C1=CC=CC=2C3(C4=CC(=CC=C4C12)C=1C=NC=CC1)CCCCC3)C 3-(4'-(2-(4,4,5,5-tetramethyl-1,3,2-dioxaborolan-2-yl)phenyl)spiro[cyclohexane-1,9'-fluoren]-7'-yl)pyridine